2,5-diacetyl-furan C(C)(=O)C=1OC(=CC1)C(C)=O